2-(3,5-Difluoro-4-(thiophen-3-yl)phenyl)-2-methylpropanenitrile FC=1C=C(C=C(C1C1=CSC=C1)F)C(C#N)(C)C